FC=1C(=NC(=CC1)B1OC(C(O1)(C)C)(C)C)N1CC(C(C(C1)C)O)C 1-(3-fluoro-6-(4,4,5,5-tetramethyl-1,3,2-dioxaborolan-2-yl)pyridin-2-yl)-3,5-dimethylpiperidin-4-ol